COC(C(CC[N+]#[C-])F)=O METHYL-2-FLUORO-4-ISOCYANOBUTYRATE